COC=1CC=2CCN([C@@H](C2CC1)CC1=CC(=C(C(=C1)O)OC)O)C(=O)OC (1R)-methyl 3,4,5,8-tetrahydro-6-methoxy-1-[[4-methoxy-3,5-bishydroxyphenyl] methyl]-2(1H)-isoquinolinecarboxylate